C(C)(C)(C)OC(=O)N1[C@@H](CCC1)C=O (S)-2-Formylpyrrolidine-1-carboxylic acid tert-butyl ester